6'-fluoro-N-(4-fluoro-2-(trifluoromethyl)benzyl)-4'-oxo-3',4'-dihydro-1'H-spiro[piperidine-4,2'-quinoline]-1-carboxamide FC=1C=C2C(CC3(NC2=CC1)CCN(CC3)C(=O)NCC3=C(C=C(C=C3)F)C(F)(F)F)=O